O=CCCNC(=S)N Oxopropylthiourea